[bis(3,5-difluorophenyl)][4-(2-hydroxyethoxy)-3,5-dimethylphenyl]sulfonium trifluoromethanesulfonate FC(S(=O)(=O)[O-])(F)F.FC=1C=C(C=C(C1)F)[S+](C1=CC(=C(C(=C1)C)OCCO)C)C1=CC(=CC(=C1)F)F